Diphenylmethylethane-1,2-diamine C1(=CC=CC=C1)C(C1=CC=CC=C1)C(CN)N